DIETHYLSTILBESTROL DIPHOSPHATE P(O)(=O)(OP(=O)(O)O)OC1=CC=C(/C(/CC)=C(/C2=CC=C(O)C=C2)\CC)C=C1